5-[4-chloro-3-(trifluoromethyl)phenyl]-3-[2-(3,3-difluoroazetidin-1-yl)-2-oxoethyl]-3H,4H-thieno[2,3-d]pyrimidin-4-one ClC1=C(C=C(C=C1)C1=CSC=2N=CN(C(C21)=O)CC(=O)N2CC(C2)(F)F)C(F)(F)F